OC=1C(=NC=CN1)C(=N)N hydroxy-pyrazine-2-carboxamidine